COC1=C(OC2=C(C=NC(=C2)[C@H]2[C@@H](C2)C)C(=O)O)C=CC(=C1)OC(F)(F)F |r| Racemic-trans-4-[2-Methoxy-4-(trifluoromethoxy)phenoxy]-6-(2-methylcyclopropyl)pyridine-3-carboxylic acid